C1(CC1)[C@H](C)N1C(C2=C(C=C(C=C2C1)C1=C(N=C(S1)NC(C)=O)C)NS(=O)(=O)C)=O N-(5-{2-[(1S)-1-Cyclopropylethyl]-7-[(methylsulfonyl)amino]-1-oxo-2,3-dihydro-1H-isoindol-5-yl}-4-methyl-1,3-thiazol-2-yl)acetamide